C1(CCCC1)N1[C@@H](C(N(C=2C=NC(=NC12)NC1=C(C=C(C(=O)NCCN(C/C=C/C(=O)OC)C)C=C1)OC)C)=O)CC methyl (E)-4-[2-[[4-[[(7R)-8-cyclopentyl-7-ethyl-5-methyl-6-oxo-7H-pteridin-2-yl]amino]-3-methoxybenzoyl]amino]ethyl-methyl-amino]but-2-enoate